C1(CC1)C(C(=O)N)(C(F)(F)F)NC1CC1 cyclopropyl-2-(cyclopropylamino)-3,3,3-trifluoropropanamide